(R)-6-chloro-3-((1-(2-cyano-3-(4-(cyclopropanecarbonyl)piperazin-1-yl)-7-methylquinoxalin-5-yl)ethyl)amino)picolinic acid ClC1=CC=C(C(=N1)C(=O)O)N[C@H](C)C1=C2N=C(C(=NC2=CC(=C1)C)C#N)N1CCN(CC1)C(=O)C1CC1